(5-methylisoxazol-4-yl)methanol CC1=C(C=NO1)CO